4-amino-N-ethyl-N-((5-(trifluoromethyl)pyridin-2-yl)methyl)imidazo[1,5-a]quinoxaline-8-carboxamide NC=1C=2N(C3=CC(=CC=C3N1)C(=O)N(CC1=NC=C(C=C1)C(F)(F)F)CC)C=NC2